CC1=CC2=C(N=C(N=C2NCCCC2=CC=NC=C2)C(F)(F)F)S1 6-methyl-N-(3-(pyridin-4-yl)propyl)-2-(trifluoromethyl)thieno[2,3-d]pyrimidin-4-amine